3-Methylsulfonylpropionic acid [3-(1-ethyl-8-oxo-spiro[6,7-dihydro-4H-pyrazolo[3,4-c]azepin-5,4'-tetrahydropyran]-3-yl)-2,2-dimethyl-propyl] ester C(C)N1N=C(C2=C1C(NCC1(CCOCC1)C2)=O)CC(COC(CCS(=O)(=O)C)=O)(C)C